6-chloro-3-((1-(3,6-dimethyl-2-(2-methyl-2H-indazol-5-yl)-4-oxo-4H-chromen-8-yl)ethyl)amino)picolinic acid ClC1=CC=C(C(=N1)C(=O)O)NC(C)C=1C=C(C=C2C(C(=C(OC12)C1=CC2=CN(N=C2C=C1)C)C)=O)C